COC1=C(N)C=C(C=C1)N1CCN(CC1)C 2-methoxy-5-(4-methylpiperazin-1-yl)aniline